trans-1,4-dicarboxycyclohexane C(=O)(O)[C@@H]1CC[C@H](CC1)C(=O)O